3-cyanomethyl-1,2-dimethylimidazolinium C(#N)CN1C([NH+](CC1)C)C